C1(CC1)S(=O)(=O)N1CC(CC1)(CC1=CC=C(C=C1)F)C=1C=C2C=NN(C2=CC1OC)C1=CC=C(C=C1)F 5-(1-(cyclopropylsulfonyl)-3-(4-fluorobenzyl)pyrrolidin-3-yl)-1-(4-fluorophenyl)-6-methoxy-1H-indazole